COC1=NC=C(C=C1C(=O)N)NC(C(=O)N1[C@@H](CC[C@@H](C1)C)C1=CC=CC=C1)=O methoxy-5-[[2-[(2S,5S)-5-methyl-2-phenyl-1-piperidyl]-2-oxo-acetyl]amino]pyridine-3-carboxamide